CC1=C(C=CC(=C1)C)S(=O)(=O)C1=C(C=CC=C1)C1NCCN(C1)C(C=C)C1=CC=CC=C1 2-((2,4-dimethylbenzenesulfonyl)phenyl)-4-(1-phenylallyl)piperazine